5-amino-3-methyl-4-phenylpropyl-2-thiophenecarboxylic acid ethyl ester C(C)OC(=O)C=1SC(=C(C1C)CCCC1=CC=CC=C1)N